m-Methoxybenzamid COC=1C=C(C(=O)N)C=CC1